C(C)N1CCC(CC1)OC1=CC=C(C=N1)S(=O)(=O)N1[C@H]([C@@H]2CC[C@H](C1)N2C(=O)[O-])C(NO)=O (1s,2r,5r)-3-((6-((1-ethylpiperidin-4-yl) oxy) pyridin-3-yl) sulfonyl)-2-(hydroxycarbamoyl)-3,8-diazabicyclo[3.2.1]octane-8-carboxylate